CN1N=CC(=C1)NC1=NC=C(C(=N1)NCCCCC)C(=O)N 2-[(1-methyl-1H-pyrazol-4-yl)amino]-4-(n-pentylamino)pyrimidin-5-carboxamide